2-((3,8-difluoro-2-phenylquinolin-7-yl)(methoxy)methylene)malononitrile FC=1C(=NC2=C(C(=CC=C2C1)C(=C(C#N)C#N)OC)F)C1=CC=CC=C1